2-(3-(4-Methoxybenzyl)-1-(m-methylphenyl)-1H-1,2,4-triazol-5-yl)morpholin COC1=CC=C(CC2=NN(C(=N2)C2CNCCO2)C2=CC(=CC=C2)C)C=C1